FC1=CC(=C(C=C1)NC1=C(C(=O)O)C=CC(=N1)C)C 2-((4-fluoro-2-methylphenyl)-amino)-6-methyl-nicotinic acid